5-(1-((2-(3-ethylureido)thiazol-5-yl)methyl)piperidin-4-yl)-N,6-dimethylpicolinamide C(C)NC(NC=1SC(=CN1)CN1CCC(CC1)C=1C=CC(=NC1C)C(=O)NC)=O